(S)-3-(4,4-difluorocyclohex-1-en-1-yl)-N-(3,3-dimethylbutan-2-yl)-1-methyl-4-((4-methylphenyl)sulfonamido)-1H-pyrazole-5-carboxamide FC1(CC=C(CC1)C1=NN(C(=C1NS(=O)(=O)C1=CC=C(C=C1)C)C(=O)N[C@@H](C)C(C)(C)C)C)F